tert-butyl(2-chloroethoxy)dimethylsilane C(C)(C)(C)[Si](C)(C)OCCCl